6-[3-CHLORO-4-[2-(OXAN-2-YLOXY)ETHYL]PHENYL]-N-[(2,4-DIMETHOXYPHENYL)METHYL]-4-METHYLPHTHALAZIN-1-AMINE ClC=1C=C(C=CC1CCOC1OCCCC1)C=1C=C2C(=NN=C(C2=CC1)NCC1=C(C=C(C=C1)OC)OC)C